N-(3,5-Dimethoxyphenyl)-2-ethynyl-N-(2-oxo-1-phenylpyrrolidin-3-yl)thiazole-4-carboxamide COC=1C=C(C=C(C1)OC)N(C(=O)C=1N=C(SC1)C#C)C1C(N(CC1)C1=CC=CC=C1)=O